FC1=CC=C(C=C1)[C@H]1[C@@H](C1)NCCCC=1N=C(C(NC1)=O)N1CC2(COC2)C1 5-[3-([(1R,2S)-2-(4-fluorophenyl)cyclopropyl]amino)propyl]-3-[2-oxa-6-azaspiro[3.3]heptan-6-yl]pyrazin-2(1H)-one